ClC=1C2=C(N=CN1)N(CC2(C(=O)OCC)C)CC2=C(C=C(C=C2)OC)OC Ethyl 4-chloro-7-(2,4-dimethoxybenzyl)-5-methyl-6,7-dihydro-5H-pyrrolo[2,3-d]pyrimidine-5-carboxylate